COC(C(CC(C)C)[N+]#[C-])=O 2-ISOCYANO-4-METHYLPENTANOIC ACID METHYL ESTER